2-(4-amino-1-piperidyl)-5-[p-(4-morpholino-1H-1,5,7-triazainden-2-yl)phenylamino]pyrimidine NC1CCN(CC1)C1=NC=C(C=N1)NC1=CC=C(C=C1)C=1NC2=NC=NC(=C2C1)N1CCOCC1